N1=C(N=CC=C1)N1CCC(CC1)O pyrimidin-2-yl-piperidin-4-ol